ClCC(=O)N1C2=C(OC[C@@H]1C)N=C(C(=C2)CC2=CC=C(C=C2)F)C(=O)NC2=CC=C(C=C2)F (S)-1-(2-chloroacetyl)-7-(4-fluorobenzyl)-N-(4-fluorophenyl)-2-methyl-2,3-dihydro-1H-pyrido[2,3-b][1,4]oxazine-6-carboxamide